COC1=CC=C(CC=2C=3N(C4=CC=CC=C4C2)C(=NN3)CN3C(CCCC3)C)C=C1 4-(4-methoxybenzyl)-1-((2-methylpiperidin-1-yl)methyl)-[1,2,4]triazolo[4,3-a]quinoline